COC1=C(C(=CC=C1)C)C(=O)O 3-methoxy-2-Toluic acid